[C@@H]1([C@@H](O)[C@@H](O)[C@H](O)[C@H](O1)CO)N(C)CC(=O)O beta-D-mannosyl-sarcosine